C(\C=C\C(=O)O)(=O)O.FC1(CCC(CC1)NC(=O)C=1SC(=C(C1)[C@@H]1[C@H](C1)NC1CCOCC1)C)F N-(4,4-difluorocyclohexyl)-5-methyl-4-((1R,2S)-2-(tetrahydro-2H-pyran-4-ylamino)cyclopropyl)thiophene-2-carboxamide Fumarate